2-(2-methoxyethylidene)tetrahydro-1H-pyrrolizin COCC=C1CC2CCCN2C1